2-{[4-({3-[(2,4-dichlorophenoxy)methyl]-5-fluorophenyl}methyl)piperidin-1-yl]methyl}-1-[(1-ethyl-1H-imidazol-5-yl)methyl]-1H-1,3-benzodiazole-6-carboxylic acid ClC1=C(OCC=2C=C(C=C(C2)F)CC2CCN(CC2)CC2=NC3=C(N2CC2=CN=CN2CC)C=C(C=C3)C(=O)O)C=CC(=C1)Cl